N-[2-(2,6-difluorophenyl)ethyl]-2-[1-[(2,3-difluorophenyl)methyl]-5-oxopyrrolidin-2-yl]acetamide FC1=C(C(=CC=C1)F)CCNC(CC1N(C(CC1)=O)CC1=C(C(=CC=C1)F)F)=O